1H-pyrrolo[2,3-b]pyridine-3-carbonitrile N1C=C(C=2C1=NC=CC2)C#N